(S)-1-((9H-fluoren-9-yl)methyl) 2-((R)-1-(3-(2-(allyloxy)ethoxy)phenyl)-3-(3,4-dimethoxy-phenyl)propyl) piperidine-1,2-dicarboxylate N1([C@@H](CCCC1)C(=O)O[C@H](CCC1=CC(=C(C=C1)OC)OC)C1=CC(=CC=C1)OCCOCC=C)C(=O)OCC1C2=CC=CC=C2C=2C=CC=CC12